C(C1=CC=CC=C1)C=1N(C=CC1)CCCCC(=O)OC(C)(C)C benzyl-1-(5-(tert-butoxy)-5-oxopentyl)-1H-pyrrole